NC1=CC(N(C(N1CC1=CC=C(C=C1)F)=O)CC1=CC=C(C=C1)F)=O 6-amino-1,3-bis[(4-fluorophenyl)methyl]pyrimidine-2,4-dione